COC1=C2C=CC=[N+](C2=CC(=C1)C(=O)OC)[O-] 5-methoxy-7-(methoxycarbonyl)quinoline 1-oxide